2-[2-Hydroxy-3-(3,4,5,6-tetrahydrophthalimidomethyl)-5-methylphenyl]benzotriazole OC1=C(C=C(C=C1CN1C(C2=C(C1=O)CCCC2)=O)C)N2N=C1C(=N2)C=CC=C1